C(CC)C(CO)CCCCCCCCCC 2-propyl-1-dodecanol